P(=O)(O)(O)CN(CC(=O)[O-])CC(=O)[O-] N-(phosphonomethyl)iminodiacetate